BrC=1C=C(C=CC1)C1=CC=C(C=C1)C1=CC=CC2=C1SC1=C2C=CC=C1 4-(3'-bromo[1,1'-biphenyl]-4-yl)dibenzothiophene